(S)-N-(1-(1-(2-hydroxyethyl)azetidin-3-yl)ethyl)-5-(4-(trifluoromethyl)phenoxy)-2-naphthamide OCCN1CC(C1)[C@H](C)NC(=O)C1=CC2=CC=CC(=C2C=C1)OC1=CC=C(C=C1)C(F)(F)F